C(#N)C1=C(C=C(C=C1)N1CCN(CC1)C(=O)NC=1C=CC(=NC1)N1CCC(CC1)CN1CC2(C1)CCN(CC2)C(=O)OC(C)(C)C)C(F)(F)F tert-butyl 2-((1-(5-(4-(4-cyano-3-(trifluoromethyl)phenyl)piperazine-1-carboxamido)pyridin-2-yl)piperidin-4-yl)methyl)-2,7-diazaspiro[3.5]nonane-7-carboxylate